Tert-butyl (3S,4S)-4-[[3-[1-(2,6-dioxo-3-piperidyl)-3-methyl-2-oxo-benzimidazol-4-yl]cyclobutyl] methoxy]-3-fluoro-piperidine-1-carboxylate O=C1NC(CCC1N1C(N(C2=C1C=CC=C2C2CC(C2)CO[C@@H]2[C@H](CN(CC2)C(=O)OC(C)(C)C)F)C)=O)=O